C[C@@H]1[C@@H]([C@H](C2=CC(=C(C(=C2C3=C(C4=C(C=C3[C@@H]1O)OCO4)OC)OC)OC)OC)OC(=O)C)C The molecule is a lignan with a dibenzocyclooctadiene skeleton isolated from Kadsura ananosma. It has a role as a metabolite and a plant metabolite. It is an acetate ester, an aromatic ether, a lignan, an organic heterotetracyclic compound, an oxacycle and a secondary alcohol.